C(C)(C)(C)OC(=O)N1[C@H](C[C@@]2(CC1)OCCC1=C2C=C(S1(=O)=O)CC)C.FC(C=1C=C(C=CC1)C[2H])(F)F (3-(trifluoromethyl)phenyl)methane-d tert-butyl-(2'S,4R)-2-ethyl-2'-methyl-1,1-dioxo-spiro[6,7-dihydrothieno[3,2-c]pyran-4,4'-piperidine]-1'-carboxylate